CN1C(C(=C(C2=CC=CC=C12)N1CCC(CC1)OC=1C=NC(=NC1)C(F)(F)F)C#N)=O 1-methyl-2-oxo-4-(4-{[2-(trifluoromethyl)pyrimidin-5-yl]oxy}piperidin-1-yl)-1,2-dihydroquinoline-3-carbonitrile